5-(8-(3-phenoxypyrrolidin-1-yl)imidazo[1,2-b]pyridazin-6-yl)pyrimidine-2,4(1H,3H)-dione O(C1=CC=CC=C1)C1CN(CC1)C=1C=2N(N=C(C1)C=1C(NC(NC1)=O)=O)C=CN2